C1(=CC=CC=C1)C1(OCCC1CN(C)C)C1=CC=CC=C1 1-(2,2-DIPHENYLTETRAHYDROFURAN-3-YL)-N,N-DIMETHYLMETHANAMINE